ClC1=NC=C(C=C1C(=O)NC1(CC1)C#N)OCC1(CC1)NS(=O)(=O)C(F)(F)F 2-chloro-N-(1-cyanocyclopropyl)-5-[[1-(trifluoromethylsulfonylamino)cyclopropyl]methoxy]pyridine-3-carboxamide